7-fluoro-5-(1-(8-isobutyl-8-azabicyclo[3.2.1]octan-3-yl)piperidin-4-yl)-1-methyl-2-(4-(methylsulfonyl)phenyl)-1H-benzo[d]imidazole FC1=CC(=CC2=C1N(C(=N2)C2=CC=C(C=C2)S(=O)(=O)C)C)C2CCN(CC2)C2CC1CCC(C2)N1CC(C)C